OC(C(=O)C1=CC=C(OCCOC(=O)C2=CC=C(C=C2)C(C=CC2=CC=C(C(=O)OCCOC3=CC=C(C=C3)C(C(C)(C)O)=O)C=C2)=O)C=C1)(C)C 2-[4-(2-Hydroxy-2-methylpropanoyl)phenoxy]ethyl 4-[3-[4-[2-[4-(2-hydroxy-2-methylpropanoyl)phenoxy]ethoxycarbonyl]phenyl]-3-oxoprop-1-enyl]benzoate